FC(C(=O)O)(F)F.CC1(NCC1)CO (2-methylazetidin-2-yl)methanol 2,2,2-trifluoroacetate